P(=O)(OC(CCCCC)(CC)CC)(OC(CCCCC)(CC)CC)OC(CCCCC)(CC)CC tris(diethyl hexyl) phosphate